C(=O)C=1C=CC=C(C(=O)O)C1 5-formylbenzoic acid